benzoquinoxaline N1=CC=NC2=CC=C3C(=C12)C=CC=C3